NC1=NC(=C(C=2N1C(N(N2)CC2=NC(=C(C=C2)F)N)=O)C2=CC(=NC(=C2)C)C)C2=CC=CC=C2 5-amino-2-((6-amino-5-fluoropyridin-2-yl)methyl)-8-(2,6-dimethylpyridin-4-yl)-7-phenyl-[1,2,4]triazolo[4,3-c]pyrimidin-3(2H)-one